C(C)(C)(C1=CC=CC=C1)OOC(CCCCCC(C)(C)C)=O α-cumylperoxy-neodecanoate